COC=1C=C(C=C(C1OC)OC)N1C([C@H]([C@@H]1C1=CC(=C(C=C1)OC)O)CNC(CCC(=O)O)=O)=O (3S,4R)-1-(3,4,5-trimethoxyphenyl)-4-(3-hydroxy-4-methoxyphenyl)-3-(3-carboxypropionamidomethyl)azetidin-2-one